N1=CC=CC=2CCC(CC12)O 5,6,7,8-tetrahydroquinolin-7-ol